3-methylphenyl 4-benzyl-1,2,3-thiadiazole-5-carboxylate C(C1=CC=CC=C1)C=1N=NSC1C(=O)OC1=CC(=CC=C1)C